N-(1'-(2-(1,1-difluoroethyl)-6-((tetrahydrofuran-3-yl)amino)pyrimidin-4-yl)-1',2'-dihydrospiro[cyclopropane-1,3'-pyrrolo[3,2-c]pyridin]-6'-yl)acetamide FC(C)(F)C1=NC(=CC(=N1)N1CC2(C=3C=NC(=CC31)NC(C)=O)CC2)NC2COCC2